C1(CC1)S(=O)(=O)C=1NC2=C(C=C(C(=C2C1)C1=NN(C=N1)C)C(F)(F)F)F 2-(cyclopropylsulfonyl)-7-fluoro-4-(1-methyl-1H-1,2,4-triazol-3-yl)-5-(trifluoromethyl)-1H-indole